ClC=1C(=NC2=CC(=CC(=C2C1)F)CCC1=C[C@H]([C@H]2[C@@]1(OC(O2)(C)C)C)N2C=CC1=C2N=CN=C1C)N 3-Chloro-5-fluoro-7-(2-((3aS,4R,6aR)-2,2,6a-trimethyl-4-(4-methyl-7H-pyrrolo[2,3-d]pyrimidin-7-yl)-3a,6a-dihydro-4H-cyclopenta[d][1,3]dioxol-6-yl)ethyl)quinolin-2-amine